C(C1=CC=CC=C1)OC(=O)N1CC(C1)[C@H]1CN(C[C@H](O1)C)S(=O)(=O)C1=CC=C(C=C1)[N+](=O)[O-] 3-[(2S,6R)-6-methyl-4-(4-nitrophenyl)sulfonyl-morpholin-2-yl]Azetidine-1-carboxylic acid benzyl ester